FC(C1=NN(C(=C1)C(F)(F)F)CC(=O)N1CCC(CC1)C1CN(NC2=C(C1)C=CC=C2)C(=O)NC2CCCC1=CC=CC=C21)F 4-[1-[2-[3-(difluoromethyl)-5-(trifluoromethyl)pyrazol-1-yl]acetyl]-4-piperidinyl]-N-tetrahydronaphthalen-1-yl-tetrahydrobenzodiazepine-2-Carboxamide